(9R,10S)-9-hydroxy-10-methoxy-2,2,17,17-tetramethyloctadecanedioic acid O[C@H](CCCCCCC(C(=O)O)(C)C)[C@H](CCCCCCC(C(=O)O)(C)C)OC